4-methyl-2,2-di-t-butylpentane CC(CC(C)(C(C)(C)C)C(C)(C)C)C